Sodium octylmethyltaurate taurate NCCS(=O)(=O)[O-].C(CCCCCCC)N(CCS(=O)(=O)O)C.[Na+]